[Al+2].CC1=NC2=C(C=CC(=C2C=C1)C#N)[O-].CC1=NC2=C(C=CC(=C2C=C1)C#N)[O-] bis(2-methyl-5-cyano-8-quinolinolate) aluminum